ClC=1C=C2CCN([C@H](C2=CC1)C)C(=O)[C@H]1CNCCO1 ((S)-6-chloro-1-methyl-3,4-dihydroisoquinolin-2(1H)-yl)((R)-morpholin-2-yl)methanone